2'-anilino-6'-(dibutylamino)-3'-methyl-3H-spiro[2-benzofuran-1,9'-xanthen]-3-one N(C1=CC=CC=C1)C1=CC=2C3(C4=CC=C(C=C4OC2C=C1C)N(CCCC)CCCC)OC(C1=C3C=CC=C1)=O